4-(((R)-1-(3-(difluoromethyl)-2-fluorophenyl)ethyl)amino)-6-((S)-6,6-difluorospiro[2.5]oct-1-yl)-2-methyl-2,6-dihydropyrido[3,4-d]pyridazine-1,7-dione FC(C=1C(=C(C=CC1)[C@@H](C)NC1=NN(C(C=2C1=CN(C(C2)=O)[C@H]2CC21CCC(CC1)(F)F)=O)C)F)F